C1(=CC=C(C=C1)NC1=CC=C(C=C1)C1=CC=CC=C1)C1=CC=CC=C1 bis(1,1'-biphenyl)-4-yl-amine